tert-Butyl (E)-(3-(5-carbamoyl-2-((4-((4-carbamoyl-2-methoxy-6-nitrophenyl)amino)but-2-ene-1-yl)amino)-3-nitrophenoxy)propyl)carbamate C(N)(=O)C=1C=C(C(=C(OCCCNC(OC(C)(C)C)=O)C1)NC\C=C\CNC1=C(C=C(C=C1[N+](=O)[O-])C(N)=O)OC)[N+](=O)[O-]